CS(=O)(=O)C1=NN=NN1 5-(methanesulfonyl)-1H-tetrazole